tert-butyl 4-[[4-[4-[[7-oxo-8-[rac-(1S,2S)-2-hydroxy-2-methyl-cyclopentyl]pyrido[2,3-d]pyrimidin-2-yl] amino] phenyl] sulfonyl-1-piperidyl]methyl]piperidine-1-carboxylate O=C1C=CC2=C(N=C(N=C2)NC2=CC=C(C=C2)S(=O)(=O)C2CCN(CC2)CC2CCN(CC2)C(=O)OC(C)(C)C)N1[C@@H]1[C@@](CCC1)(C)O |r|